N1(CCCCC1)C1CCN(CC1)CC=CC1=CC=C(C=C1)NC1=NNC(=N1)N N3-(4-(4-(piperidin-1-yl)piperidin-1-ylprop-1-enyl)phenyl)-1H-1,2,4-triazole-3,5-diamine